3-(4-Fluoro-1-methyl-1H-indazol-5-yl)-1,3-oxazin-2-one FC1=C2C=NN(C2=CC=C1N1C(OC=CC1)=O)C